CN([C@@]1(CN(CC1)C(=O)OC(C)(C)C)C)C tert-Butyl (S)-3-(dimethylamino)-3-methylpyrrolidine-1-carboxylate